1-{[(2S)-1-methylpyrrolidin-2-yl]methoxy}-7-(prop-2-yloxy)isoquinoline-6-carboxamide CN1[C@@H](CCC1)COC1=NC=CC2=CC(=C(C=C12)OC(C)C)C(=O)N